2-amino-N-((5-cyano-2-pyridinyl)methyl)-7-fluoro-N-((1R)-1-(3-fluoro-2-pyridinyl)ethyl)-3-methyl-6-quinolinecarboxamide NC1=NC2=CC(=C(C=C2C=C1C)C(=O)N([C@H](C)C1=NC=CC=C1F)CC1=NC=C(C=C1)C#N)F